FC1(CN(C1)C1CN(CCC1)C(=O)OCCCC)F butyl 3-(3,3-difluoroazetidin-1-yl)piperidine-1-carboxylate